FC(C1=CC=C(C=C1)NC1=NC2=C(N1)C=CC=C2)(F)F N-(4-(trifluoromethyl)phenyl)-1H-benzo[d]imidazol-2-amine